2-(2,6-Dioxopiperidin-3-yl)-4-((2-(2-(2-hydroxyethoxy)ethoxy)ethyl)amino)isoindoline-1,3-dione O=C1NC(CCC1N1C(C2=CC=CC(=C2C1=O)NCCOCCOCCO)=O)=O